Cl.C1C(CC12CCOCC2)N 7-oxaspiro[3.5]nonan-2-amine hydrochloride